cis-2-bromo-7-deutero-7-fluoro-5-phenyl-5,6-dihydropyrrolo[1,2-b][1,2,4]triazole BrC=1N=C2N(N1)[C@@H](C[C@@]2(F)[2H])C2=CC=CC=C2